CC(CCN1[C@@H](CCC1)C(=O)O)CCCC(C)C (3,7-Dimethyloctyl)-L-proline